4-(2-fluoro-4-(((3R,4S)-4-fluoropyrrolidin-3-yl)oxy)phenyl)piperazin FC1=C(C=CC(=C1)O[C@@H]1CNC[C@@H]1F)N1CCNCC1